FC1=CC(=C(C=C1)C1=CC(=CC=C1)C=1OC2=C(N1)C=C(C=C2C(F)(F)F)CNCCC(C)C)C2=NN=CN2C N-((2-(4'-Fluoro-2'-(4-methyl-4H-1,2,4-triazol-3-yl)-[1,1'-biphenyl]-3-yl)-7-(trifluoromethyl)benzo[d]oxazol-5-yl)methyl)-3-methylbutan-1-amine